2-[(2S)-2-aminopropyl]-5-chloro-N-[(furan-2-yl)methyl]thieno[3,2-b]pyridin-7-amine N[C@H](CC1=CC2=NC(=CC(=C2S1)NCC=1OC=CC1)Cl)C